phenyltitanium (iv) C1(=CC=CC=C1)[Ti+3]